OC(C(C)(C=1C=NN(C1)C([2H])([2H])[2H])C)C1=CC=C(C=N1)NC(OC(C)(C)C)=O tert-butyl (6-(1-hydroxyl-2-methyl-2-(1-(methyl-d3)-1H-pyrazol-4-yl)propyl)pyridin-3-yl)carbamate